C1(CC1)C1=C(C(=NO1)C=1C(=NC=CC1)C(F)(F)F)C1=CC2(C1)CCN(CC2)C=2SC1=C(N2)C(=CC=C1)F 2-(2-(5-Cyclopropyl-3-(2-(trifluoromethyl)pyridin-3-yl)isoxazol-4-yl)-7-azaspiro[3.5]non-1-en-7-yl)-4-fluorobenzo[d]thiazol